S1C(=NC2=C1C=CC=C2)NC(=O)C=2C=CC=C1CCN(CC21)C2=CC=C(C(=N2)C(=O)O)C2=C(C(=CC=C2)OCCCC2CCN(CC2)CC=O)C 6-(8-(benzo[d]thiazol-2-ylcarbamoyl)-3,4-dihydroisoquinolin-2(1H)-yl)-3-(2-methyl-3-(3-(1-(2-oxoethyl)piperidin-4-yl)propoxy)phenyl)picolinic acid